CC1=CC=CC(=N1)C1=C(N=CN1)C=1C=C2C=C(C=NC2=CC1)C=1C=C(SC1)C(=O)O[C@@H]1CNCC1 [(3S)-pyrrolidin-3-yl] 4-[6-[5-(6-methyl-2-pyridyl)-1H-imidazol-4-yl]-3-quinolyl]thiophene-2-carboxylate